C1(CC1)C1=NN(C=N1)C1CC2(CN(C2)C(=O)N2CC3(C2)CC(C3)CC3=NC=C(C=C3)S(=O)(=O)C)C1 [6-(3-cyclopropyl-1,2,4-triazol-1-yl)-2-azaspiro[3.3]heptan-2-yl]-[6-[(5-methylsulfonyl-2-pyridyl)methyl]-2-azaspiro[3.3]heptan-2-yl]methanone